CC(CC(=O)C1=C(C(=C(OCC=2C=NC(=NC2)C=2C(=C(C(=O)OC)C=CC2)OC)C=C1)C)O)(C)C methyl 3-(5-((4-(3,3-dimethylbutanoyl)-3-hydroxy-2-methylphenoxy)methyl)pyrimidin-2-yl)-2-methoxybenzoate